3-(7-methoxy-2,3-dihydrobenzofuran-5-yl)-5-phenylisoxazoline COC1=CC(=CC=2CCOC21)C2=NOC(C2)C2=CC=CC=C2